FC1=CC(=C(C=C1)CC(C(=O)OC)=O)[N+](=O)[O-] methyl 3-(4-fluoro-2-nitrophenyl)-2-oxopropanoate